C(=O)(O)OCC1=CC=C(C(=O)O)C=C1 4-((carboxyoxy)methyl)benzoic acid